[2-(6-Fluoro-2,4-dimethyl-indol-1-yl)-ethyl]-{6-[4-(5-methylamino-[1,3,4]thiadiazol-2-yl)-phenyl]-pyrimidin-4-yl}-amin FC1=CC(=C2C=C(N(C2=C1)CCNC1=NC=NC(=C1)C1=CC=C(C=C1)C=1SC(=NN1)NC)C)C